(R)-N-{(E)-[(1R,5S,8S)-3-benzyl-3-azabicyclo[3.2.1]oct-8-yl]methylene}-2-methylpropan-2-sulfinamide C(C1=CC=CC=C1)N1C[C@@H]2CC[C@H](C1)C2\C=N\[S@](=O)C(C)(C)C